6-{3-chloro-2-fluoro-4-[(1-hydroxycyclopropyl)methoxy]-5-methylphenyl}-5-methyl-4,5-dihydro-2H-pyridazin-3-one ClC=1C(=C(C=C(C1OCC1(CC1)O)C)C=1C(CC(NN1)=O)C)F